C(C)S(=O)(=O)C=1C=C(C=CC1)C=1C=C2C(=CNC2=CC1)NC(=O)NC1=CC=C(C=C1)C(F)(F)F 1-(5-(3-(ethylsulfonyl)phenyl)-1H-indol-3-yl)-3-(4-(trifluoromethyl)phenyl)urea